C(C)C=1SC2=C(N1)C=CC(=C2)S(=O)(=O)O Ethylbenzothiazolin-6-sulfonic acid